tert-butyl (3-(2-amino-1-hydroxy-2-oxoethyl)tetrahydro-2H-thiopyran-3-yl)carbamate NC(C(O)C1(CSCCC1)NC(OC(C)(C)C)=O)=O